C(C)(C)(C)[S@](=O)N[C@H](C)C=1C(=C(C=CC1)C1(CC1)C(=O)OCC)F ethyl 1-[3-[(1R)-1-[[(S)-tert-butylsulfinyl]amino]ethyl]-2-fluorophenyl]cyclopropanecarboxylate